4-[(8aS)-10-Acryloyl-6-chloro-8,8a,9,10,11,12-hexahydropyrazino[2',1':3,4][1,4]oxazepino[5,6,7-de]quinazolin-5-yl]-3-methyl-1,3-benzoxazol-2(3H)-one C(C=C)(=O)N1C[C@H]2COC=3C4=C(N=CN=C4C=C(C3Cl)C3=CC=CC4=C3N(C(O4)=O)C)N2CC1